F[C@@H]1CN(C[C@@H]1F)C(=O)OC1CCCC1 |o1:1,5| cyclopentyl (3R*,4S*)-3,4-difluoropyrrolidine-1-carboxylate